NC/C(/COC1=CC=C(C=C1)S(=O)(=O)CC1CCN(CC1)C(C(C)C)=O)=C\F (E)-1-(4-(((4-((2-(aminomethyl)-3-fluoroallyl)oxy)phenyl)sulfonyl)methyl)piperidin-1-yl)-2-methylpropan-1-one